ethyl 2-(4-bromo-2-iodo-phenyl)acetate BrC1=CC(=C(C=C1)CC(=O)OCC)I